C1(CC1)C=1N=C(C(=NC1)C#N)N[C@@H]1CC[C@@H](CC1)O 5-cyclopropyl-3-[(cis-4-hydroxycyclohexyl)amino]pyrazine-2-carbonitrile